N-acryl-3,3-dimethylpiperidine C(=O)(C=C)N1CC(CCC1)(C)C